FC1(CCC(CC1)(C1=CC=C(C=C1)OC)C(=O)N([C@H](CO)C(=O)NC1=CC=C2C(=N1)C=CN2C(=O)OC(C)(C)C)C([2H])([2H])[2H])F tert-Butyl 5-{[N-{[4,4-difluoro-1-(4-methoxyphenyl)cyclohexyl]carbonyl}-N-(2H3)methyl-D-seryl]amino}-1H-pyrrolo[3,2-b]pyridine-1-carboxylate